CC1=C(C(=CC=C1Cl)C)NC(=O)N1C(C=2NN=CC2C1)(C)C N-(2,6-dimethylchlorophenyl)-6,6-dimethyl-4,6-dihydropyrrolo[3,4-c]pyrazol-5(1H)-carboxamid